CC1=NNC=C1N1CCN(CC1)C(=O)OC(C)(C)C tert-butyl 4-(3-methyl-1H-pyrazol-4-yl)piperazine-1-carboxylate